C1(=CC=CC=C1)N1C2=CC=CC=C2C=2C=C(C=CC12)C=1C=C(C=CC1)NC1=CC=C(C=C1)C1=CC=CC=C1 N-(3-(9-phenyl-9H-carbazol-3-yl)phenyl)-[1,1'-biphenyl]-4-amine